O=C(CNC(=O)C1=NNC(=C1)C1=CC=CC=C1)N1CCC(CC1)S(=O)C1=C(C=CC=C1)C(F)(F)F 5-Phenyl-1H-pyrazole-3-carboxylic acid {2-oxo-2-[4-(2-trifluoromethyl-benzenesulfinyl)-piperidin-1-yl]-ethyl}-amide